tetrahydro-2H-thiopyran 1-oxide S1(CCCCC1)=O